(E)-2-isopropyl-5-[2-(pyrimidin-2-yl)vinyl]phenol C(C)(C)C1=C(C=C(C=C1)\C=C\C1=NC=CC=N1)O